2-fluoro-1-naphthaleneselenic acid FC1=C(C2=CC=CC=C2C=C1)C(O)=[Se]